C(=O)C1=C(C(=CN1)C(=O)O)C 5-FORMYL-4-METHYL-1H-PYRROLE-3-CARBOXYLIC ACID